ClC=1C(=NC(=NC1)NC=1C=CC2=C(CC[C@H](CC2)N2CCCC2)C1)NC1=C(C=CC=C1)S(=O)(C)=N (2-((5-chloro-2-(((S)-7-(pyrrolidin-1-yl)-6,7,8,9-tetrahydro-5H-benzo[7]annulen-2-yl)amino)pyrimidin-4-yl)amino)phenyl)(imino)(methyl)-λ6-sulfanone